FC1=CC=C(C=C1)OC1=CC=C(C=C1)[N+](=O)[O-] 1-fluoro-4-(4-nitrophenoxy)benzene